(4-cyanobenzylidene)-2-(4-(dimethylamino)styryl)oxazol-5(4H)-one C(#N)C1=CC=C(C=C2N=C(OC2=O)C=CC2=CC=C(C=C2)N(C)C)C=C1